2-((6-(trifluoromethyl)pyridin-3-yl)oxy)acetic acid FC(C1=CC=C(C=N1)OCC(=O)O)(F)F